ClC1=NC=CC(=C1)OC=1C(=NN(C1)C1CC1)C1=C(C#N)C=CC=C1 (4-((2-chloropyridin-4-yl)oxy)-1-cyclopropyl-1H-pyrazol-3-yl)benzonitrile